CC1=CC=C(C(=O)OC[C@]2(O[C@H](C[C@@H]2OC(C2=CC=C(C=C2)C)=O)N2C3=NC(=NC(=C3N=C2)NC(=O)OC(C)(C)C)F)C#C)C=C1 [(2R,3S,R)-5-[6-(tert-butoxycarbonylamino)-2-fluoro-purin-9-yl]-2-ethynyl-3-(4-methylbenzoyl)oxytetrahydrofuran-2-yl]methyl 4-methylbenzoate